OCN1N=C(C2=C1C(N(CC2)C2CCN(CC2)N2C(COCC2)=O)=O)C(F)(F)F 4-(4-(1-(Hydroxymethyl)-7-oxo-3-(trifluoromethyl)-4,5-dihydro-1H-pyrazolo[3,4-c]pyridin-6(7H)-yl)piperidin-1-yl)morpholin-3-one